FC(C1=CC2=C(SC(=C2)C(N[C@H]2CN(CC[C@@H]3N(C2=O)[C@@H](CC3)C(=O)N3CCCC3)C(C[C@H](C)C3=CC=CC=C3)=O)=O)C=C1)(F)P(O)(O)=O (difluoro(2-(((5S,8S,10aR)-6-oxo-3-((S)-3-phenyl-butanoyl)-8-(pyrrolidine-1-carbonyl)decahydro-pyrrolo[1,2-a][1,5]diazocin-5-yl)carbamoyl)benzo[b]thiophen-5-yl)methyl)phosphonic acid